C(CCCCCCCCCCCCCC(C)C)OC(C=C)=O Isoheptadecylacrylat